5-(2-aminophenyl)pyrazole tert-butyl-3-[4-[3-[(tert-butoxycarbonylamino)methyl]pyrrolidin-1-yl]-2-[2-fluoro-4-(trifluoromethyl)phenyl]pyrimidin-5-yl]pyrrolidine-1-carboxylate C(C)(C)(C)OC(=O)N1CC(CC1)C=1C(=NC(=NC1)C1=C(C=C(C=C1)C(F)(F)F)F)N1CC(CC1)CNC(=O)OC(C)(C)C.NC1=C(C=CC=C1)C1=CC=NN1